3-((5-fluoro-4-(2-(2-hydroxypropan-2-yl)pyridin-4-yl)pyrimidin-2-yl)amino)cyclohexane-1-carboxylic acid FC=1C(=NC(=NC1)NC1CC(CCC1)C(=O)O)C1=CC(=NC=C1)C(C)(C)O